C(C1=CC=CC=C1)OC=1C=C(C2=CC=CC=C2C1)N1CC=2N=C(N=C(C2CC1)OC)OC[C@H]1N(CCC1)C (S)-7-(3-(benzyloxy)naphthalen-1-yl)-4-methoxy-2-((1-methylpyrrolidin-2-yl)methoxy)-5,6,7,8-Tetrahydropyrido[3,4-d]pyrimidine